(S)-3-((S)-sec-butyl)-N-(2-(methylsulfonyl)ethyl)-2-oxo-1,2,3,5-tetrahydro-4H-benzo[e][1,4]diazepine-4-carboxamide [C@H](C)(CC)[C@@H]1N(CC2=C(NC1=O)C=CC=C2)C(=O)NCCS(=O)(=O)C